(3R,4S,5S)-3-fluoro-1-(4-((5-isopropyl-8-(3-((methylsulfonyl)meth-yl)azetidin-1-yl)isoquinolin-3-yl)amino)pyrimidin-2-yl)-5-methoxypiperidin-4-ol F[C@@H]1CN(C[C@@H]([C@@H]1O)OC)C1=NC=CC(=N1)NC=1N=CC2=C(C=CC(=C2C1)C(C)C)N1CC(C1)CS(=O)(=O)C